3-methyl-5-(2-(2-(pyridin-3-yl)acetamido)ethyl)pyridin CC=1C=NC=C(C1)CCNC(CC=1C=NC=CC1)=O